methyl 4-cyclopropoxy-3-((phenylmethyl)sulfonamido)benzoate C1(CC1)OC1=C(C=C(C(=O)OC)C=C1)NS(=O)(=O)CC1=CC=CC=C1